CC1(N(CCC1)CCNC(C1=CC(=C(C=C1)F)NC1=NN(C2=NC(=NC=C21)NC=2C=NC=NC2)C)=O)C N-(2-(2,2-dimethylpyrrolidin-1-yl)ethyl)-4-fluoro-3-((1-methyl-6-(pyrimidin-5-ylamino)-1H-pyrazolo[3,4-d]pyrimidin-3-yl)amino)benzamide